(8aR)-2-(3-(1,2-dimethoxy-2-oxoethyl)bicyclo[1.1.1]Pent-1-yl)-3-oxohexahydroimidazo[1,5-a]Pyrazine-7(1H)-carboxylic acid tert-butyl ester C(C)(C)(C)OC(=O)N1C[C@@H]2N(CC1)C(N(C2)C21CC(C2)(C1)C(C(=O)OC)OC)=O